NC1=NC=CC2=C(C=CC=C12)C1=CC2=C(N(N=C2C=C1)C1CCC1)COC1=C(C=CC(=C1)C(F)(F)F)CC(=O)O 2-(2-((5-(1-aminoisoquinolin-5-yl)-2-cyclobutyl-2H-indazol-3-yl)methoxy)-4-(trifluoromethyl)phenyl)acetic acid